OC1C(C(C2=CC=CC=C12)=O)=CC1=CC(=C(C=C1)OC)C(F)(F)F hydroxy-2-(4-methoxy-3-(trifluoromethyl)benzylidene)-2,3-dihydro-1H-inden-1-one